N-{4-[1-(difluoromethyl)-1H-pyrazol-4-yl]-3-sulfamoylphenyl}-2-(4-fluorophenyl)acetamide FC(N1N=CC(=C1)C1=C(C=C(C=C1)NC(CC1=CC=C(C=C1)F)=O)S(N)(=O)=O)F